2-(((2R,3R,4R,5R)-5-(6-(N-(tert-butoxycarbonyl)amino)-9H-purin-9-yl)-3-((tert-butoxycarbonyl)oxy)-4-fluorotetrahydrofuran-2-yl)methoxy)-malonic acid diethyl ester C(C)OC(C(C(=O)OCC)OC[C@H]1O[C@H]([C@@H]([C@@H]1OC(=O)OC(C)(C)C)F)N1C2=NC=NC(=C2N=C1)NC(=O)OC(C)(C)C)=O